N2-(2-(1-(Cyclopropylsulfonyl)-1H-pyrazol-4-yl)pyridin-4-yl)-5-(1-(difluoromethyl)-1H-pyrazol-3-yl)-N4-isopropylpyrimidine-2,4-diamine C1(CC1)S(=O)(=O)N1N=CC(=C1)C1=NC=CC(=C1)NC1=NC=C(C(=N1)NC(C)C)C1=NN(C=C1)C(F)F